FC=1C=C(C=CC1)C#CC1=CC=C(C=C1)[C@@H]1[C@@H]2CN(CCCCN2[C@@H]1CO)C(=O)NC1=CC=C(C=C1)OC (8R,9R,10S)-9-{4-[2-(3-fluorophenyl)ethynyl]phenyl}-10-(hydroxymethyl)-N-(4-methoxyphenyl)-1,6-diazabicyclo[6.2.0]decane-6-carboxamide